3-ethyl-2-[(11R)-11-methyl-9-oxo-1,10,19-triazatricyclo[10.5.2.015,18]nonadec-12(19),13,15(18),16-tetraen-17-yl]pyrazolo[1,5-a]pyridine-6-carboxylic acid C(C)C=1C(=NN2C1C=CC(=C2)C(=O)O)C2=CC=1C=CC=3[C@H](NC(CCCCCCCN2C1N3)=O)C